N-(2-chloro-6-methylphenyl)-2-((6-(4-(6-((2-(2,6-dioxopiperidin-3-yl)-1,3-dioxoisoindolin-4-yl)oxy)hexanoyl)piperazin-1-yl)-2-methylpyrimidin-4-yl)amino)thiazole-5-carboxamide ClC1=C(C(=CC=C1)C)NC(=O)C1=CN=C(S1)NC1=NC(=NC(=C1)N1CCN(CC1)C(CCCCCOC1=C2C(N(C(C2=CC=C1)=O)C1C(NC(CC1)=O)=O)=O)=O)C